C1(CC1)NC(C1=C(C=C(C(=C1)C1=NC=C(N=C1)NC1(CC1)CO)C)F)=O N-cyclopropyl-2-fluoro-5-(5-((1-(hydroxymethyl)cyclopropyl)amino)pyrazin-2-yl)-4-methylbenzamide